3-(azetidin-1-yl)-6-chloro-1-trityl-1H-pyrrolo[3,2-C]pyridine N1(CCC1)C1=CN(C2=C1C=NC(=C2)Cl)C(C2=CC=CC=C2)(C2=CC=CC=C2)C2=CC=CC=C2